N[C@@H]1CN(CCC1)C1=C(C=NC(=C1)NC1=NC(=NC=C1)C1=C(C=CC=C1OC)F)C1=CC2=C(NC(OC2)=O)C=C1 (S)-6-(4-(3-aminopiperidin-1-yl)-6-((2-(2-fluoro-6-methoxyphenyl)pyrimidin-4-yl)amino)pyridin-3-yl)-1,4-dihydro-2H-benzo[d][1,3]oxazin-2-one